BrC1=NN(C(C1)C(=O)OC(C)C)C1=NC=CC=C1Cl isopropyl 3-bromo-1-(3-chloropyridin-2-yl)-4,5-dihydro-1H-pyrazole-5-carboxylate